3-((S)-2-hydroxy-3-((R)-8-(naphthalen-2-ylsulfonyl)-1-oxa-8-azaspiro[4.5]decan-3-ylamino)propoxy)benzenesulfonamide O[C@H](COC=1C=C(C=CC1)S(=O)(=O)N)CN[C@H]1COC2(C1)CCN(CC2)S(=O)(=O)C2=CC1=CC=CC=C1C=C2